CN1CCN(CC1)CCC1=C(C=CC2=CC=CC=C12)O 1-(2-(4-methylpiperazin-1-yl)ethyl)-2-naphthol